NC1=CC(=NO1)C1CCN(CC1)C(=O)C=1NC2=CC=C(C(=C2C1)Cl)Cl (4-(5-aminoisoxazol-3-yl)piperidin-1-yl)(4,5-dichloro-1H-indol-2-yl)methanone